2-Phenyl-phenylmethyl sulfoxide C1(=CC=CC=C1)C1=C(C=CC=C1)CS(=O)CC1=C(C=CC=C1)C1=CC=CC=C1